3-{4-[4-(5-chloro-2-methoxyphenyl)piperazine-1-sulfonyl]phenyl}-1-(pyridin-3-ylmethyl)urea ClC=1C=CC(=C(C1)N1CCN(CC1)S(=O)(=O)C1=CC=C(C=C1)NC(NCC=1C=NC=CC1)=O)OC